potassium hydroxypentanoate OC(C(=O)[O-])CCC.[K+]